NN1CCN(CC1)C1=CC=C(C=C1)C1=CC=C2CN(C(C2=C1)=O)[C@@H](C=1NC2=CC=CC=C2C1)C1=C(C=CC(=C1)F)O (R)-6-(4-(4-aminopiperazine-1-yl)phenyl)-2-((5-fluoro-2-hydroxyphenyl)(1H-indole-2-yl)methyl)-isoindolin-1-one